C=C=CC but-2-en-1-ene